N-(4-((2,2-difluorocyclopentyl)oxy)-3-fluorophenyl)-5-(2,2,2-trifluoroethyl)-2-(3-(trifluoromethyl)azetidin-1-yl)oxazole-4-carboxamide FC1(C(CCC1)OC1=C(C=C(C=C1)NC(=O)C=1N=C(OC1CC(F)(F)F)N1CC(C1)C(F)(F)F)F)F